[(1-ethoxycyclopropyl)oxy]trimethylsilane C(C)OC1(CC1)O[Si](C)(C)C